BrC=1C=C(C=CC1)N(C(=O)C12CC(C1)(C2)F)CC21CCC(CC2)(CC1)C1=NOC(=N1)C1(CC1)C(F)(F)F N-(3-bromophenyl)-3-fluoro-N-((4-(5-(1-(trifluoromethyl)cyclopropyl)-1,2,4-oxadiazol-3-yl)bicyclo[2.2.2]octan-1-yl)methyl)bicyclo[1.1.1]pentane-1-carboxamide